NC=1C2=C(N=CN1)N(C=C2)[C@H]2[C@@H]([C@@H]([C@H](C2)CCC2=CC=C1C=C3C(=NC1=C2)NOCC3)O)O (1R,2S,3R,5S)-3-(4-amino-7H-pyrrolo[2,3-d]pyrimidin-7-yl)-5-(2-(3,4-dihydro-1H-[1,2]oxazino[3,4-b]quinolin-8-yl)ethyl)cyclopentane-1,2-diol